cyclohexane-1,4-diylbis(methylene) bis(ethyl 1,3-dioxo-1,3-dihydroisobenzofuran-5-carboxylate) C(C)C1=C2C(OC(C2=CC=C1C(=O)OCC1CCC(CC1)COC(=O)C=1C(=C2C(OC(C2=CC1)=O)=O)CC)=O)=O